FC(CN1N=NC2=C1C=C(C=C2)C=2C(=C(N1N=C(N=C(C12)OC)N[C@@H]1[C@@H](CN(CC1)C)F)[2H])F)F 5-(1-(2,2-difluoroethyl)-1H-benzo[d][1,2,3]triazol-6-yl)-6-fluoro-N-((3R,4S)-3-fluoro-1-methylpiperidin-4-yl)-4-methoxypyrrolo[2,1-f][1,2,4]triazin-7-d-2-amine